2-cyclopentyl-4,4-dimethyl-7-(4-(trifluoromethyl)phenyl)-1,2,3,4-tetrahydroisoquinoline C1(CCCC1)N1CC2=CC(=CC=C2C(C1)(C)C)C1=CC=C(C=C1)C(F)(F)F